C(N)(O[C@H]1CSC2=C(NC1=O)C=C(C(=C2)F)C2=NOC(=N2)C(C)(C)C)=O (3R)-7-(5-tert-butyl-1,2,4-oxadiazol-3-yl)-8-fluoro-4-oxo-3,5-dihydro-2H-1,5-benzothiazepin-3-yl carbamate